CCOCCOCCOCCOCCOCCCCCCCCCCCCC 3,6,9,12,15-pentaoxaoctacosan